2-(8-amino-1-bromoimidazo[1,5-a]pyrazin-3-yl)propan-2-ol NC=1C=2N(C=CN1)C(=NC2Br)C(C)(C)O